Methyl 3-(3-(4-(hydroxymethyl)phenoxy)azetidin-1-yl)-2-(1H-pyrrol-1-yl)benzoate OCC1=CC=C(OC2CN(C2)C=2C(=C(C(=O)OC)C=CC2)N2C=CC=C2)C=C1